1-(pyridin-3-yl)ethanone O-(3,6-dichloro-2-methoxybenzoyl) oxime ClC=1C(=C(C(=O)ON=C(C)C=2C=NC=CC2)C(=CC1)Cl)OC